(1S,2S,6R,8S)-4-[1-chloro-2-(7-methyl-benzofuran-3-yl)-ethyl]-2,9,9-trimethyl-3,5-dioxa-4-bora-tricyclo[6.1.1.02,6]Decane ClC(CC1=COC2=C1C=CC=C2C)B2O[C@]1([C@@H]3C([C@H](C[C@H]1O2)C3)(C)C)C